Diethyl (phenylsulfonyl)methanephosphonate C1(=CC=CC=C1)S(=O)(=O)CP(OCC)(=O)OCC